1-(4-bromopyrazolo[1,5-a]pyridin-7-yl)-7'-(3,5-difluorophenyl)dihydro-1'H,3'H,5'H-spiro[piperidine-4,2'-pyrazolo[1,2-a]pyrazol]-1'-one BrC=1C=2N(C(=CC1)N1CCC3(CN4N(C(CC4)C4=CC(=CC(=C4)F)F)C3=O)CC1)N=CC2